4-methoxybenzyl 2-(7-cyano-5-((diethoxyphosphoryl) methoxy) benzo[b]thiophen-2-yl)-4-methylthiazole-5-carboxylate C(#N)C1=CC(=CC2=C1SC(=C2)C=2SC(=C(N2)C)C(=O)OCC2=CC=C(C=C2)OC)OCP(=O)(OCC)OCC